glycerol disuccinate C(CCC(=O)O)(=O)O.C(CCC(=O)O)(=O)O.OCC(O)CO